C(C)OC(C(C)N1C(=NNC1=O)Br)=O.BrC1=CC(=C(C(=C1)C(=O)N1CCCC1)N[C@H]1[C@H](CCCC1)NC(=O)C1=CN=CC2=CC=CC=C12)[N+](=O)[O-] N-((1S,2R)-2-((4-bromo-2-nitro-6-(pyrrolidin-1-carbonyl)phenyl)amino)cyclohexyl)isoquinolin-4-formamide ethyl-2-(3-bromo-5-oxo-4,5-dihydro-1H-1,2,4-triazol-4-yl)propanoate